2-((tert-butoxycarbonyl) amino)-3-methylthiobutyrate C(C)(C)(C)OC(=O)NC(C(=S)[O-])C(C)C